C(C1=CC=CC=C1)N(C(=O)N1[C@@H]([C@H]2CC[C@@H](C1)N2C(C(C2=CC=CC=C2)C2=CC=CC=C2)=O)C(=O)O)C (1R,2S,5S)-3-(benzyl-(methyl)carbamoyl)-8-(2,2-diphenylacetyl)-3,8-diazabicyclo[3.2.1]octane-2-carboxylic acid